C1=CC=CC=2C3=CC=CC=C3C(C12)COC(=O)N([C@H](C(=O)O)CC=1C=NC=CC1)C (2S)-2-[9H-fluoren-9-ylmethoxycarbonyl-(methyl)amino]-3-pyridin-3-yl-propionic acid